N-(4-chlorophenyl)-2-((2-aminobenzyl)amino)acetamide ethyl-4-(4-fluorophenoxy)-3-oxobutanoate C(C)OC(CC(COC1=CC=C(C=C1)F)=O)=O.ClC1=CC=C(C=C1)NC(CNCC1=C(C=CC=C1)N)=O